N-(5-Bromo-1H-pyrazolo[3,4-b]pyridin-3-yl)-4-(4-methylpiperazin-1-yl)benzamid BrC=1C=C2C(=NC1)NN=C2NC(C2=CC=C(C=C2)N2CCN(CC2)C)=O